(diphenylphosphinyl)ammonium chloride [Cl-].C1(=CC=CC=C1)P(=O)(C1=CC=CC=C1)[NH3+]